CN1N=NC(=C1NC(O[C@H](C)C=1C(=NC=C(C1)F)F)=O)C1=NC=C(C=C1)NC(=O)C=1OC(=NN1)C (R)-1-(2,5-difluoropyridin-3-yl)ethyl (1-methyl-4-(5-(5-methyl-1,3,4-oxadiazole-2-carboxamido)pyridin-2-yl)-1H-1,2,3-triazol-5-yl)carbamate